ClC1=CC=CC(=N1)OCCN(C)CC=1C=C(C=CC1)C#CC1=CN=C(C2=CN=C(C=C12)N)NC 4-[2-[3-[[2-[(6-chloro-2-pyridyl)oxy]ethyl-methyl-amino]methyl]phenyl]ethynyl]-N1-methyl-2,7-naphthyridine-1,6-diamine